C(C)(C)(C)OC(=O)N[C@H](C(=O)OC(C(NC(C)C)=O)C)CC1=CC(=CC=C1)S(=O)(=O)Cl 1-Oxo-1-[(propan-2-yl)amino]propan-2-yl (2S)-2-[(tert-butoxycarbonyl)amino]-3-[3-(chlorosulfonyl)phenyl]propanoate